1-(exo-3-((7-Methoxy-4-((3-meth-yl-4-((1-methyl-1H-benzo[d]imidazol-5-yl)oxy)phenyl)amino)quinazolin-6-yl)oxy)-8-azabicyclo[3.2.1]octan-8-yl)prop-2-en-1-one COC1=C(C=C2C(=NC=NC2=C1)NC1=CC(=C(C=C1)OC1=CC2=C(N(C=N2)C)C=C1)C)OC1CC2CCC(C1)N2C(C=C)=O